10,10-difluoro-2-oxa-7-azaspiro[4.5]decane hydrochloride Cl.FC1(CCNCC12CCOC2)F